CSSSC methyl trisulfide